5-(1,1-dimethylpropyl)-4-hydroxy-2-methylbenzoic acid, potassium salt [K+].CC(CC)(C)C=1C(=CC(=C(C(=O)[O-])C1)C)O